N-[5-[[2-(3-hydroxy-3-methyl-pyrrolidin-1-yl)acetyl]amino]-2-methyl-3-pyridyl]-6-(1-methylpyrazol-4-yl)triazolo[1,5-a]pyridine-3-carboxamide OC1(CN(CC1)CC(=O)NC=1C=C(C(=NC1)C)NC(=O)C=1N=NN2C1C=CC(=C2)C=2C=NN(C2)C)C